ClC=1C=C2C(=NC1OC)C(=C(N2C)C2=NNC(=N2)C(COC)OC)N2C=NC=C2 6-chloro-2-(5-(1,2-dimethoxy-ethyl)-1H-1,2,4-triazol-3-yl)-3-(1H-imidazol-1-yl)-5-meth-oxy-1-methyl-1H-pyrrolo-[3,2-b]pyridine